C(C)(C)(C)OC(=O)NC(C(=O)OC)(C)C methyl 2-((t-butoxycarbonyl) amino)-2-methylpropionate